COC=1C=CC2=C(N(C=N2)C2(CC2)C(F)(F)F)C1 6-methoxy-1-(1-(trifluoromethyl)cyclopropyl)-1H-benzo[d]imidazole